CC(CC)OCCCN 3-(1-methylpropyloxy)propylamine